methyl 4-methacryloyloxypiperidine-1-carboxylate C(C(=C)C)(=O)OC1CCN(CC1)C(=O)OC